3-(5-(7-(((1-(3-chlorophenyl)ethyl)amino)methyl)imidazo[1,5-a]pyridin-5-yl)-1-oxoisoindolin-2-yl)piperidine-2,6-dione ClC=1C=C(C=CC1)C(C)NCC1=CC=2N(C(=C1)C=1C=C3CN(C(C3=CC1)=O)C1C(NC(CC1)=O)=O)C=NC2